ClC1=CC2=C(N(C(N=C2N2[C@H](CN([C@@H](C2)C)C(C=C)=O)C)=O)C=2C(=NC(=NC2C(C)C)N(C)C)C(C)C)N=C1C1=C(C=CC=C1)F 6-Chloro-1-[2-(dimethylamino)-4,6-diisopropyl-pyrimidin-5-yl]-4-[(2S,5R)-2,5-dimethyl-4-prop-2-enoyl-piperazin-1-yl]-7-(2-fluoro-phenyl)pyrido[2,3-d]pyrimidin-2-one